ClC=1C(=NN(C1NC(=O)N[C@@H]1CN(C[C@H]1C1=CC(=C(C=C1)F)F)CCOC)C1=CC=CC=C1)COC 1-(4-chloro-3-(methoxy-methyl)-1-phenyl-1H-pyrazol-5-yl)-3-((3s,4r)-4-(3,4-difluorophenyl)-1-(2-methoxyethyl)pyrrolidin-3-yl)urea